C(#N)C1=CC=C(COC2=CC=C(C=C2)C\C(\C(=O)NC2CSSC2)=N/O)C=C1 (E)-3-(4-((4-cyanobenzyl)oxy)phenyl)-N-(1,2-dithiolan-4-yl)-2-(hydroxyimino)propanamide